oxolane-2-carboxylic acid tert-butyl ester C(C)(C)(C)OC(=O)C1OCCC1